5-bromo-4-fluoro-1,3-dihydrobenzo[C]isothiazole 2,2-dioxide BrC1=C(C2=C(NS(C2)(=O)=O)C=C1)F